1-amino-3,6,9,12-tetraoxapentadecan NCCOCCOCCOCCOCCC